1-(4-ethoxycyclohexyl)methylamine C(C)OC1CCC(CC1)CN